1-benzyl-3-phenyl-pyrrolidin-3-amine C(C1=CC=CC=C1)N1CC(CC1)(N)C1=CC=CC=C1